ClC1=CC=C(C=C1)C(C)N 1-(4-chlorophenyl)ethanamine